(S)-8-formyl-2-(2-(hydroxymethyl)morpholino)-N,N-dimethyl-4-oxo-4H-chromene-6-carboxamide C(=O)C=1C=C(C=C2C(C=C(OC12)N1C[C@H](OCC1)CO)=O)C(=O)N(C)C